C1(CC1)C=1N=NN(C1)[C@@H](C(=O)N1[C@@H](C[C@H](C1)O)C(=O)NCCC1OC(CC1)C(F)(F)F)C(C)(C)C (2S,4R)-1-[(2R)-2-(4-cyclopropyltriazol-1-yl)-3,3-dimethyl-butanoyl]-4-hydroxy-N-[2-[5-(trifluoromethyl)tetrahydrofuran-2-yl]ethyl]pyrrolidine-2-carboxamide